tert-butyl (R)-3-(3-(4-phenoxyphenyl)-1H-pyrazolo[3,4-d]pyrimidin-1-yl)piperidine-1-carboxylate O(C1=CC=CC=C1)C1=CC=C(C=C1)C1=NN(C2=NC=NC=C21)[C@H]2CN(CCC2)C(=O)OC(C)(C)C